(1r,3r)-3-(4-(2-(4-((2-(2-oxo-6-azaspiro[3.3]heptane-6-yl)pyrimidine-4-yl)methoxy)phenyl)propan-2-yl)phenoxy)cyclobutylamine O=C1CC2(C1)CN(C2)C2=NC=CC(=N2)COC2=CC=C(C=C2)C(C)(C)C2=CC=C(OC1CC(C1)N)C=C2